ClC=1OC2=C(N1)C=CC(=C2)OCC 2-chloro-6-ethoxy-1,3-benzoxazole